C(C)(=O)C=1C=C(C=C2C(N(N(C12)C1CCC(CC1)(F)F)C)=O)C 7-Acetyl-1-(4,4-difluorocyclohexyl)-2,5-dimethyl-1,2-dihydro-3H-indazol-3-one